N1C(=NC=C1)N1[C@H]([C@H](CC1)NS(=O)(=O)CC)CC=1C(=C(C=CC1)C1=CC(=CC(=C1)F)F)F N-{(2S,3S)-1-(1H-imidazol-2-yl)-2-[(2,3',5'-trifluoro[1,1'-biphenyl]-3-yl)methyl]pyrrolidin-3-yl}ethanesulfonamide